1-(2-Fluorophenyl)-1-trimethylsiloxyethylene FC1=C(C=CC=C1)C(=C)O[Si](C)(C)C